ClC=1C=CC2=C(OCCN(S2(=O)=O)[C@H](C(=O)OC(C)(C)C)C(C)C2=C(C(=CC=C2F)C)C)C1C(C)O tert-butyl (2S)-2-[7-chloro-6-(1-hydroxyethyl)-1,1-dioxo-3,4-dihydro-5,1lambda6,2-benzoxathiazepin-2-yl]-3-(6-fluoro-2,3-dimethylphenyl)butanoate